N-ethyl-N-methyl-1,3-thiazole-5-carboxamide C(C)N(C(=O)C1=CN=CS1)C